allyloxymethyl acrylate adamantyl-acrylate tert-butyl-N-[(7R)-5-(5-amino-1-tert-butyl-indazol-4-yl)-5-azaspiro[2.4]heptan-7-yl]carbamate C(C)(C)(C)OC(N[C@H]1CN(CC12CC2)C2=C1C=NN(C1=CC=C2N)C(C)(C)C)=O.C21(CC3CC(CC(C2)C3)C1)OC(C=C)=O.C(C=C)(=O)OCOCC=C